NC(CCCCC(O)=O)CCCC ε-aminocapric acid